COCCC1(CC(C1)N1C2CN(CC1CC2)C=2C=1N(N=CC2)C=C(C1)C=1C=NN(C1)C)C#N (2-methoxyethyl)-3-(3-(6-(1-methyl-1H-pyrazol-4-yl)pyrrolo[1,2-b]pyridazin-4-yl)-3,8-diazabicyclo[3.2.1]octan-8-yl)cyclobutane-1-carbonitrile